CO[C@@H]1[C@H](C2=CC=CC=C2C1)NC(\C=C\C1=CC=C2C=NN(C2=C1)C1OCC1)=O (2E)-N-[(1S,2S)-2-methoxy-2,3-dihydro-1H-inden-1-yl]-3-[1-(oxetan-2-yl)indazol-6-yl]prop-2-enamide